C(O)N1C(=[N+](C=C1)CO)CO 1,2,3-trimethylolimidazolium